O=C1NC(CCC1C1=CC=C(C=C1)N1CCN(CC1)CCC1CCN(CC1)NC(C1=CC=C(C=C1)NC1=NC=C(C(=N1)NC1=CC=CC=C1)F)=O)=O N-(4-(2-(4-(4-(2,6-dioxopiperidin-3-yl)phenyl)piperazin-1-yl)ethyl)piperidin-1-yl)-4-((5-fluoro-4-(phenylamino)pyrimidin-2-yl)amino)benzamide